ethyl 3-(7-chloro-1,4-dimethyl-1H-benzotriazol-5-yl)-3-(7-formyl-1-benzothiophen-5-yl)propanoate ClC1=CC(=C(C2=C1N(N=N2)C)C)C(CC(=O)OCC)C=2C=C(C1=C(C=CS1)C2)C=O